1-(4,7-Dimethyl-1,3-dihydro-2,6,8a-triaza-as-indacen-2-yl)-2-[1-(2-trifluoromethyl-pyridin-4-yl)-azetidin-3-yl]-ethanone CC=1C=2CN(CC2N2C=C(N=C2C1)C)C(CC1CN(C1)C1=CC(=NC=C1)C(F)(F)F)=O